S(N)([O-])(=O)=O.[Li+] LITHIUM SULFAMAT